FC(OC1=CC=C(C=C1)C1=CC2=C(CCC1)C=C(C=C2)O)(F)F 6-[4-(trifluoromethoxy)phenyl]-8,9-dihydro-7H-benzo[7]annulen-2-ol